C[C@H](CCC=C(C)C)[C@H]1CC=C2[C@@]1(CCC3=C2CC[C@@H]4[C@@]3(CC[C@@H](C4(C)C)O)C)C 4,4-dimethyl-cholesta-8,14,24-trienol